F[C@@H]1CN(CC[C@@H]1NC=1C=2C=C(N(C2C=CC1)CC(F)(F)F)C#CCNC1=C(C=C(C=C1)S(=O)(=O)C)OC)C N-((3R,4S)-3-fluoro-1-methylpiperidin-4-yl)-2-(3-((2-methoxy-4-(methylsulfonyl)phenyl)amino)prop-1-yn-1-yl)-1-(2,2,2-trifluoroethyl)-1H-indol-4-amine